(3Z,13Z)-3,13-octadecadienyloxymethyl ether C(C\C=C/CCCCCCCC\C=C/CCCC)OCOCOCC\C=C/CCCCCCCC\C=C/CCCC